6-chloro-3-isopropyl-N-(2-methoxybenzyl)imidazo[1,2-b]pyridazin-8-amine ClC=1C=C(C=2N(N1)C(=CN2)C(C)C)NCC2=C(C=CC=C2)OC